C(C)(C)(C)S(=O)N[C@H](C)C1=CC(=CS1)C(N)=N |o1:7| 5-((1R*)-1-((tert-butylsulfinyl)amino)ethyl)thiophene-3-carboximidamide